CC1=NOC(=C1C=1C=CC2=C(OC(C(N2)=O)C2=CC(=CC=C2)C(F)(F)F)C1)C 7-(3,5-dimethylisoxazol-4-yl)-2-(3-(trifluoromethyl)phenyl)-2H-benzo[b][1,4]oxazin-3(4H)-one